(R/S)-[2-(7-methoxyimidazo[1,2-a]pyridin-3-yl)-1-methyl-ethyl] methanesulfonate CS(=O)(=O)O[C@@H](CC1=CN=C2N1C=CC(=C2)OC)C |r|